ClC1=C(OC2CC3(CN(C3)C(=O)N3CC(CC3)C3=CC=NN3)C2)C=CC(=C1)F [6-(2-Chloro-4-fluoro-phenoxy)-2-azaspiro[3.3]heptan-2-yl]-[3-(1H-pyrazol-5-yl)pyrrolidin-1-yl]methanone